4-(2,4-difluorophenyl)-6,7-dimethyl-2-(6-pyrazolo[1,5-a]pyridin-5-yl-3,6-dihydro-2H-pyran-4-yl)pteridine FC1=C(C=CC(=C1)F)C1=NC(=NC2=NC(=C(N=C12)C)C)C=1CCOC(C1)C1=CC=2N(C=C1)N=CC2